CC(C#N)(CC=C(CCC=C(C)C)C)C 2,2,5,9-tetramethyl-4,8-decadienenitrile